Racemic-N-(3-methyl-4-(oxazol-5-yl)phenyl)chromane-3-carboxamide CC=1C=C(C=CC1C1=CN=CO1)NC(=O)[C@H]1COC2=CC=CC=C2C1 |r|